3-(2-phenoxyphenyl)propanamide O(C1=CC=CC=C1)C1=C(C=CC=C1)CCC(=O)N